(E)-3-(3-chloro-2,6-difluorophenyl)acrylic acid tert-butyl ester C(C)(C)(C)OC(\C=C\C1=C(C(=CC=C1F)Cl)F)=O